ClC=1C(=NC=CC1)CN(C(C(=O)OCC(F)(F)F)=O)CC1=CC=C(C=C1)F 2,2,2-trifluoroethyl 2-[(3-chloro-2-pyridyl)methyl-[(4-fluorophenyl)methyl]amino]-2-oxo-acetate